FC(C)(C)C1=C(C(=NO1)C1=C(C=C(C=C1Cl)Cl)Cl)C(=O)N1C=C(C2=C(C=CC=C12)/C=C/C(=O)O)C (2E)-3-(1-{[5-(2-fluoropropane-2-yl)-3-(2,4,6-trichlorophenyl)-1,2-oxazol-4-yl]carbonyl}-3-methyl-1H-indol-4-yl)prop-2-enoic acid